C(#N)[C@H](C[C@H]1C(NCCC1)=O)NC([C@H](CC(C)(C)C)NC(=O)[C@@H]1NC2=CC=CC=C2C1)=O (2R)-N-[(2S)-1-({(1S)-1-cyano-2-[(3S)-2-oxopiperidin-3-yl]ethyl}amino)-4,4-dimethyl-1-oxopentan-2-yl]-2,3-dihydro-1H-indole-2-carboxamide